C1(=CC=C(C=C1)C1=NC(=NC(=C1)C1=C(C=C(C=C1)B1OC(C(O1)(C)C)(C)C)C1=CC2=CC=CC=C2C=C1)C1=CC=CC=C1)C1=CC=CC=C1 4-([1,1'-biphenyl]-4-yl)-6-(2-(naphthalen-2-yl)-4-(4,4,5,5-tetramethyl-1,3,2-dioxaborolan-2-yl)phenyl)-2-phenylpyrimidine